CC1=COC=C1 3-methylfuran